tert-butyl 1-[[(R)-tert-butylsulfinyl]amino]-6-cyano-spiro[indane-2,4'-piperidine]-1'-carboxylate C(C)(C)(C)[S@@](=O)NC1C2=CC(=CC=C2CC12CCN(CC2)C(=O)OC(C)(C)C)C#N